6-(dodecyloxy)-6-oxohexane C(CCCCCCCCCCC)OC(CCCCC)=O